FC(C1=NC(=NO1)C1=CC=C(C=C1)CN1OCCC1=O)(F)F [[4-(5-(trifluoromethyl)-1,2,4-oxadiazol-3-yl)phenyl]methyl]isooxazolidin-3-one